NC1=NC(=C(C(=C1C#N)C=1C=C(C=CC1)C1=CC(=CC(=C1)F)C#N)C#N)C1=CC=CC=C1 2-amino-4-(3'-cyano-5'-fluoro-[1,1'-biphenyl]-3-yl)-6-phenylpyridine-3,5-dinitrile